(S)-2-(3-chlorophenyl)-N-(pyrrolidin-3-ylmethyl)-2H-1,2,3-triazole-4-carboxamide trifluoroacetate salt FC(C(=O)O)(F)F.ClC=1C=C(C=CC1)N1N=CC(=N1)C(=O)NC[C@@H]1CNCC1